ethyl 4-iodo-3-phenyl-1-(tetrahydro-2H-pyran-2-yl)-1H-pyrazole-5-carboxylate IC=1C(=NN(C1C(=O)OCC)C1OCCCC1)C1=CC=CC=C1